6-(2,5-dimethyl-3-(1H-pyrazol-4-yl)piperazin-1-yl)-N-methyl-2-(6-(trifluoromethyl)imidazo[1,2-a]pyrazin-3-yl)pyrimidin-4-amine CC1N(CC(NC1C=1C=NNC1)C)C1=CC(=NC(=N1)C1=CN=C2N1C=C(N=C2)C(F)(F)F)NC